[(3,4-Dihydroxyphenyl)methylene]-propenedinitrile C1=CC(=C(C=C1C=C(C#N)C#N)O)O